8-([1,1'-biphenyl]-4-yl)quinoline-4-carboxylic acid C1(=CC=C(C=C1)C=1C=CC=C2C(=CC=NC12)C(=O)O)C1=CC=CC=C1